ClC1=C(CC2=NC(=NN2)C(=O)N[C@H]2C=3N(C4=C(CC2)C=CC=C4)C=CN3)C(=CC=C1)Cl |r| (+-)-5-(2,6-dichlorobenzyl)-N-(5,6-dihydro-4H-benzo[f]imidazo[1,2-a]azepin-4-yl)-1H-1,2,4-triazole-3-carboxamide